(1R,3S)-3-(3-{[(5-meth-ylpyrazin-2-yl)acetyl]-amino}-1H-pyrazol-5-yl)-cyclopentyl (2S)-2-meth-ylazetidine-1-carboxylate C[C@@H]1N(CC1)C(=O)O[C@H]1C[C@H](CC1)C1=CC(=NN1)NC(CC1=NC=C(N=C1)C)=O